C(CCCCCCCCCCCCCCCCC)[Si](Cl)(C)C octadecyl-dimethyl-chlorosilane